O1N=C(CC1)C=1C(=C(C(=O)Cl)C=CC1S(=O)(=O)C)C 3-(4,5-dihydro-3-isoxazolyl)-2-methyl-4-(methylsulfonyl)benzoyl chloride